OC1=CC=C(C=C1)C(C)C1=CC=C(C=C1)O 1,1-Bis(4-hydroxyphenyl)ethane